FC1=C(C=CC(=C1)O)C=1CCC=2C=CC(=CC2C1C1=CC=C(C=C1)O[C@@H]1CN(CC1)CCCF)O 7-(2-fluoro-4-hydroxy-phenyl)-8-[4-[(3S)-1-(3-fluoropropyl)pyrrolidin-3-yl]oxyphenyl]-5,6-dihydronaphthalen-2-ol